[N+](=O)([O-])C1=CC=C(C=C1)C1=CC=C(C=C1)C=1C=CC2=C(SC3=C2C=CC(=C3)C3=CC=C(C=C3)C3=CC=C(C=C3)[N+](=O)[O-])C1 3,7-bis(4'-nitro-[1,1'-biphenyl]-4-yl)dibenz[b,d]thiophene